BrC=1C=C(C(=C(C1)O)C(C)C)O 5-bromo-2-isopropyl-benzene-1,3-diol